2-(2,6-difluorophenyl)-2-methyl-propionic acid FC1=C(C(=CC=C1)F)C(C(=O)O)(C)C